C(CCCCCCCCCCCCCCCCC)N.P(=O)(OCCCCCC(C)C)(OCCCCCC(C)C)O diisooctyl phosphate octadecyl-amine salt